C1(CC1)C[C@H](N)C1=CC(=C(C=C1)COCOC)F (S)-2-cyclopropyl-1-(3-fluoro-4-((methoxymethoxy)methyl)phenyl)ethan-1-amine